3-(1-cyclopropyl-1H-pyrazol-4-yl)-5-methoxyaniline C1(CC1)N1N=CC(=C1)C=1C=C(N)C=C(C1)OC